3-(naphthalene-1-yloxy)-1-phenylpropane-1-one C1(=CC=CC2=CC=CC=C12)OCCC(=O)C1=CC=CC=C1